C1(CC1)CC(=O)NC1=C(C=NN1CC(C)C)C(=O)N 5-(2-cyclopropylacetylamino)-1-isobutyl-1H-pyrazole-4-carboxamide